9,9-bis(4-hydroxy-3-(methoxymethyl)-5-methylphenyl)-9H-fluorene-4-carboxylic acid OC1=C(C=C(C=C1C)C1(C2=CC=CC=C2C=2C(=CC=CC12)C(=O)O)C1=CC(=C(C(=C1)C)O)COC)COC